[4-(1H-pyrazol-4-yl)-7H-pyrrolo[2,3-d]pyrimidin-7-yl] methylpentanoate CC(C(=O)ON1C=CC2=C1N=CN=C2C=2C=NNC2)CCC